O1COC2=C1C=CC(=C2)/C=C/C(=O)N(CC2OCCC2)C2=CC=CC=C2 (E)-3-(1,3-benzodioxol-5-yl)-N-phenyl-N-(tetrahydrofuran-2-ylmethyl)prop-2-enamide